C(#N)C=1C=C(C=C2C(=NC(=NC12)N1C2CN(CC1CC2)C(=O)OC(C)(C)C)O)S(NC2(CC2)C)(=O)=O tert-butyl 8-(8-cyano-4-hydroxy-6-(N-(1-methylcyclopropyl) sulfamoyl) quinazolin-2-yl)-3,8-diazabicyclo[3.2.1]octane-3-carboxylate